4,5-dihydro-2H,3'H-spiro[furan-3,1'-furo[3,4-c]pyridine]-6'-carboxylic acid C12(OCC=3C=NC(=CC31)C(=O)O)COCC2